2,3-dihydro-9,10-dihydroxyl-1,4-anthracenedione OC=1C2=CC=CC=C2C(=C2C(CCC(C12)=O)=O)O